ClC=1C=CC2=C(N=C(S2)C23CC(C2)(C3)NC(=O)C=3OC(=CC3)CSC)C1 N-(3-(5-chlorobenzo[d]thiazol-2-yl)bicyclo[1.1.1]pentan-1-yl)-5-((methylthio)methyl)furan-2-carboxamide